COC(=O)[C@@H]1[C@H]2C([C@H]2CN1C(CC1=CC(=NO1)C)=O)(C)C (1R,2S,5S)-6,6-dimethyl-3-(2-(3-methylisoxazol-5-yl)acetyl)-3-azabicyclo[3.1.0]hexane-2-carboxylic acid methyl ester